(R)-4-(7-(4-bromo-3-(trifluoromethyl)benzoyl)-2-(3-cyclopropyl-1H-pyrazol-1-yl)-6-methyl-4-oxo-5,6,7,8-tetrahydropyrido[3,4-d]pyrimidin-3(4H)-yl)-N-methylbenzamide BrC1=C(C=C(C(=O)N2CC=3N=C(N(C(C3C[C@H]2C)=O)C2=CC=C(C(=O)NC)C=C2)N2N=C(C=C2)C2CC2)C=C1)C(F)(F)F